2-chloro-N-[5-ethylsulfonyl-6-[3-methyl-6-(trifluoromethyl)imidazo[4,5-c]pyridin-2-yl]-3-pyridinyl]-N-methyl-acetamide ClCC(=O)N(C)C=1C=NC(=C(C1)S(=O)(=O)CC)C1=NC2=C(C=NC(=C2)C(F)(F)F)N1C